CCC(CCCCC)CC di(2-ethyl)hexane